N-[1-[5-[4-[4-[(2,6-difluorophenyl)methyl]-5-oxo-1,2,4-triazol-1-yl]-2-fluoro-phenoxy]-4-methyl-thiazol-2-yl]-2,2,2-trifluoro-ethyl]-2-methyl-propane-2-sulfinamide FC1=C(C(=CC=C1)F)CN1C=NN(C1=O)C1=CC(=C(OC2=C(N=C(S2)C(C(F)(F)F)NS(=O)C(C)(C)C)C)C=C1)F